methyl amino-4-hydroxybenzoate NC1=C(C(=O)OC)C=CC(=C1)O